N1=C(C=CC=C1)C(=O)OC(C1COC1)C methyl-(oxetan-3-ylmethyl) pyridine-2-carboxylate